C(C)(=O)O[C@@H]1[C@H](O[C@H]([C@@H]([C@H]1OC(C)=O)OC(C)=O)C1=CC(=C(C=C1)Cl)CC1=CC=C(C=C1)OCC)COC(C)=O acetic acid (2R,3R,4R,5S,6S)-3,4,5-triacetoxy-6-[4-chloro-3-(4-ethoxy-benzyl)-phenyl]-tetrahydro-pyran-2-ylmethyl ester